C(C(=C)C)(=O)OCCCC1N(C=CN1C)CC 1-ethyl-3-methylimidazolylpropyl methacrylate